S(=O)(=O)(O)O.C(CCC)C1=NC=CC=C1 butylpyridine hydrogen sulfate